C(N)(O[C@H]1[C@@H]2NC[C@H]1CC2)=O ((1R,4R,7R)-2-azabicyclo[2.2.1]hept-7-yl) carbamate